Aminosilan-d1 N[SiH2][2H]